ClC1=CN=C2N1C(=NC(=C2)C=2C=NN(C2C)C2CCN(CC2)C#N)O[C@H](C)C2=NC=C(C=C2)F 4-[4-[3-Chloro-5-[(1R)-1-(5-fluoro-2-pyridyl)ethoxy]imidazo[1,2-c]pyrimidin-7-yl]-5-methyl-pyrazol-1-yl]piperidine-1-carbonitrile